N-((S)-3-amino-2-hydroxy-3-oxopropyl)-4-((R)-2-cyclohexyl-1-(4'-(trifluoromethyl)-[1,1'-biphenyl]-3-yl)ethoxy)benzamide NC([C@H](CNC(C1=CC=C(C=C1)O[C@H](CC1CCCCC1)C=1C=C(C=CC1)C1=CC=C(C=C1)C(F)(F)F)=O)O)=O